N1=CC=CC2=CC(=CC=C12)CC(=O)O (6-quinolinyl)acetic acid